C(C)P([O-])(=O)CCC1=CC=CC=C1 ethyl(phenylethyl)phosphinat